N1=CC(=CC=C1)C1=NC(=CC(=N1)C=1C=C(C=CC1)C1=CC=CC(=N1)C1=C(C=CC=C1)O)C=1C=NC=CC1 2-(6-(3-(2,6-di(pyridin-3-yl)pyrimidin-4-yl)phenyl)pyridin-2-yl)phenol